ClC1=CC=C(CSC=2OC3=C(N2)C=C(C=C3)C3=CC=CC=C3)C=C1 2-((4-chlorobenzyl)thio)-5-phenylbenzo[d]oxazole